COC(C1=NC(=CC=C1N[C@H](C)C=1C=C(C=C2C(C(=C(OC12)C=1C=NN(C1)C)C)=O)C)Cl)=O (R)-6-chloro-3-((1-(3,6-dimethyl-2-(1-methyl-1H-pyrazol-4-yl)-4-oxo-4H-chromen-8-yl)ethyl)amino)picolinic acid methyl ester